(7R)-2-{2-[1-(cyclopropylmethyl)-1H-indol-2-yl]-7-methoxy-1-{[1-(pyrimidin-5-yl)-1H-pyrazol-4-yl]methyl}-1H-1,3-benzodiazole-5-carbonyl}-2-azabicyclo[2.2.1]heptan-7-amine C1(CC1)CN1C(=CC2=CC=CC=C12)C1=NC2=C(N1CC=1C=NN(C1)C=1C=NC=NC1)C(=CC(=C2)C(=O)N2C1CCC(C2)[C@H]1N)OC